rac-3-(2-(1-methylpiperidin-3-yl)propan-2-yl)-5-(piperidin-1-ylmethyl)-5,6-dihydro-1,4,2-dioxazine CN1CC(CCC1)C(C)(C)C1=NOCC(O1)CN1CCCCC1